N=1C=CN2C1C=CC(=C2)OCC21OCC(C2)C1 1-(imidazo[1,2-a]pyridin-6-yloxymethyl)-2-oxabicyclo[2.1.1]hexan